FC(OC=1C=CC(=C2C=CC=NC12)N[C@@H]1CN(CC1)CC(=O)N1[C@@H](CCC1)C#N)(F)F (2S)-1-[2-[(3S)-3-[[8-(trifluoromethoxy)-5-quinolinyl]amino]pyrrolidin-1-yl]acetyl]pyrrolidine-2-carbonitrile